CC=1N(C(=CC1)C)C(CO)CO 2-(2,5-dimethyl-1H-pyrrol-1-yl)1,3-propanediol